7-(aminomethyl)-2-(4-phenoxyphenyl)-4,5,6,7-tetrahydropyrazolo[1,5-a]pyrimidine-3-carboxamide NCC1CCNC=2N1N=C(C2C(=O)N)C2=CC=C(C=C2)OC2=CC=CC=C2